C1NC(NCC2=C1C=CC=C2)=O 1,5-DIHYDRO-2,4-BENZODIAZEPIN-3-ON